5-[1-(5-amino-2-pyridinyl)-3-ethyl-pyrazol-4-yl]-N-[3-chloro-4-[4-(1-methylpiperidine-4-carbonyl)piperazine-1-carbonyl]phenyl]-1-methyl-imidazole-2-carboxamide NC=1C=CC(=NC1)N1N=C(C(=C1)C1=CN=C(N1C)C(=O)NC1=CC(=C(C=C1)C(=O)N1CCN(CC1)C(=O)C1CCN(CC1)C)Cl)CC